1-(4-(2-cyclobutoxyphenyl)pyridin-3-yl)cyclopropan-1-ol C1(CCC1)OC1=C(C=CC=C1)C1=C(C=NC=C1)C1(CC1)O